FC1=C(CSC2CN(C2)C(=O)N2C[C@@H]3[C@@H](OCC(N3)=O)CC2)C(=CC=C1)C(F)(F)F (4aR,8aS)-6-(3-((2-Fluoro-6-(trifluoromethyl)benzyl)thio)azetidine-1-carbonyl)hexahydro-2H-pyrido[4,3-b][1,4]oxazin-3(4H)-one